C(CCCCC)C1(CCCCCCCCCC1)CCCCCC di(n-hexyl)cycloundecane